ClC=1C=C(C(=C(C1)O)C=1N=NC(=CC1)CCl)C 5-chloro-2-[6-(chloromethyl)pyridazin-3-yl]-3-methyl-phenol